CO[C@H]1CN(CCC1)CCO (R)-2-(3-methoxypiperidin-1-yl)ethan-1-ol